BrC=1C(=NC(=NC1)NC1=C(C=C(C(=C1)C)N1CC(C(CC1)N1CC(C1)N(C)C)C(F)(F)F)OC)NC=1C(=C2N=CC=NC2=CC1)P(C)C (6-((5-bromo-2-((4-(4-(3-(dimethylamino)azetidin-1-yl)-3-(trifluoromethyl)piperidin-1-yl)-2-methoxy-5-methylphenyl)amino)pyrimidin-4-yl)amino)quinoxalin-5-yl)dimethylphosphine